1-methyl-benzotriazole CN1N=NC2=C1C=CC=C2